(rac)-tert-butyl N-tert-butoxycarbonyl-N-[1-[5-chloro-2-[2-[3-(dimethylsulfamoyl)-4-methyl-anilino]-2-oxo-ethyl]-3-oxo-pyridazin-4-yl]ethyl]carbamate C(C)(C)(C)OC(=O)N(C(OC(C)(C)C)=O)[C@H](C)C=1C(N(N=CC1Cl)CC(=O)NC1=CC(=C(C=C1)C)S(N(C)C)(=O)=O)=O |r|